FC=1C=C2C(=CC1)N(CC21CCNCC1)C=1C2=C(N=CN1)C=CC(=N2)C=2C=NN(C2)C 5-fluoro-1-(6-(1-methyl-1H-pyrazol-4-yl)pyrido[3,2-d]pyrimidin-4-yl)spiro[indoline-3,4'-piperidine]